7-Fluoro-1-methyl-N-phenyl-1,2-dihydro-3H-benzo[e]indole-3-carboximidamide FC1=CC2=C(C=3C(CN(C3C=C2)C(NC2=CC=CC=C2)=N)C)C=C1